1-Butyl-3-methylimidazolium hexafluorophosphat F[P-](F)(F)(F)(F)F.C(CCC)N1C=[N+](C=C1)C